1,1-bis(4-aminophenyl)-1-phenylethane tert-butyl-(E)-but-1,3-dien-1-ylcarbamate C(C)(C)(C)N(C(O)=O)\C=C\C=C.NC1=CC=C(C=C1)C(C)(C1=CC=CC=C1)C1=CC=C(C=C1)N